C1(=CC=CC2=CC=CC=C12)[C@@H](C)NC(=O)C1=NC=NC=C1 N-[(1R)-1-(1-naphthyl)ethyl]Pyrimidine-4-carboxamide